CCCCCCCCC(CCCCCC)CO Hexyldecanol